3-(4-((2-aminoethyl)thio)-1,2,5-thiadiazol-3-yl)-4-(3-bromo-4-fluorophenyl)-1,2,4-oxadiazol-5(4H)-one hydrochloride Cl.NCCSC=1C(=NSN1)C1=NOC(N1C1=CC(=C(C=C1)F)Br)=O